CN1C(C2=C(N=C(N=C2NC2(CC2)C)SC)C=C1)=O 6-methyl-4-[(1-methylcyclopropyl)amino]-2-methylsulfanyl-pyrido[4,3-d]pyrimidin-5-one